SCCC(=O)O.SCCC(=O)O.SCCC(=O)O.SCCC(=O)O.OCC(CO)(CO)CO.OCC(CO)(CO)CO di-pentaerythritol tetra(3-mercaptopropionate)